CC1=CC2=C(C3=CC=CC=C3C(=C2C=C1C)OC(=O)OC)OC(=O)OC 2,3-dimethyl-9,10-bis(methoxycarbonyloxy)anthracene